3,4-dihydro-7-methoxy-4-oxoquinazoline COC1=CC=C2C(NC=NC2=C1)=O